BrC1=CC=2C(=NSN2)C=C1 5-Bromobenzo[C][1,2,5]thiadiazole